BrC(C(=O)C1=CC=C(C=C1)Br)Br 2,2-dibromo-1-(4-bromophenyl)ethanone